FC1(CCC1)COCC1=CC(=C2CNC(C2=C1)=O)C(F)(F)F 6-{[(1-fluorocyclobutyl)methoxy]methyl}-4-(trifluoromethyl)-3H-isoindol-1-one